N-methylazetidine-3-methanesulfonamide CNS(=O)(=O)CC1CNC1